FC1=C(C=CC=C1)C(C)C fluorocumene